OC(C(=O)N1CCN(CC1)C1CCN(CC1)C)CC=1C=C2C=NNC2=C(C1)C 2-hydroxy-3-(7-methyl-1H-indazol-5-yl)-1-(4-(1-methylpiperidin-4-yl)piperazin-1-yl)propan-1-one